N(C)CC(=O)O.[Sn](F)F Stannous fluoride sarcosinate